2-[[5-Ethylsulfanyl-6-[7-(trifluoromethyl)imidazo[1,2-b]pyridazin-2-yl]-3-pyridyl]oxy]-2-methyl-propanenitrile C(C)SC=1C=C(C=NC1C=1N=C2N(N=CC(=C2)C(F)(F)F)C1)OC(C#N)(C)C